4-bromo-3-(methoxymethoxy)-2,6-dimethylpyridine BrC1=C(C(=NC(=C1)C)C)OCOC